2-(5-(2-((2,3-dihydro-1H-inden-2-yl)amino)quinazolin-6-yl)-1,3,4-oxadiazol-2-yl)-1-(3,4,6,7-tetrahydro-5H-[1,2,3]triazolo[4,5-c]pyridin-5-yl)ethan-1-one C1C(CC2=CC=CC=C12)NC1=NC2=CC=C(C=C2C=N1)C1=NN=C(O1)CC(=O)N1CC2=C(CC1)N=NN2